(1,1-dioxidothiomorpholino)((1S,5S)-6-(4-ethoxyphenyl)-9,9-dimethyl-3,6-diazabicyclo[3.2.2]nonan-3-yl)methanone O=S1(CCN(CC1)C(=O)N1C[C@@H]2CN([C@H](C1)C(C2)(C)C)C2=CC=C(C=C2)OCC)=O